ClC1=CC=C(C(=N1)NC)CNCC(=O)OC methyl ((6-chloro-2-(methylamino)pyridin-3-yl)methyl)glycinate